N1C(=CC=2C=NC=CC21)CNC(CN2C(=NC=C(C2=O)NC(C2=CC=C(C=C2)C=2SC=CN2)=O)C2=CC=CC=C2)=O N-(1-(2-(((1H-pyrrolo[3,2-c]pyridine-2-yl)methyl)amino)-2-oxoethyl)-6-oxo-2-phenyl-1,6-dihydropyrimidin-5-yl)-4-(thiazol-2-yl)benzamide